C1(=CC=CC=C1)C1=NNCC1C1=CC=CC=C1 3,4-DIPHENYL-4,5-DIHYDRO-1H-PYRAZOL